BrC1=C2C(N(C=NC2=CC=C1OC1=C(C(=CC=C1F)NS(N(C)CC)(=O)=O)C#N)[C@@H]1COC2(C1)CCNCC2)=O (3S)-3-[5-bromo-6-[2-cyano-3-[[ethyl(methyl)sulfamoyl]amino]-6-fluoro-phenoxy]-4-oxo-quinazolin-3-yl]-1-oxa-8-azaspiro[4.5]decane